COC=1C=C(C=CC1C1=CN=CO1)NC(=O)C1COC2=CC=CC=C2C1 N-(3-methoxy-4-(oxazol-5-yl)phenyl)chromane-3-carboxamide